3-(3-chloro-2-ethoxy-4-pyridinyl)-4-[4-[(3S)-1-(3-fluoropropyl)pyrrolidin-3-yl]oxyphenyl]-2H-thiochromen-7-ol ClC=1C(=NC=CC1C=1CSC2=CC(=CC=C2C1C1=CC=C(C=C1)O[C@@H]1CN(CC1)CCCF)O)OCC